6-methoxy-1-(trifluoromethanesulfonyl)-1H-benzotriazole COC=1C=CC2=C(N(N=N2)S(=O)(=O)C(F)(F)F)C1